C1(=C(C=CC=C1)C#CC1=NNC2=CC=C(C=C12)C(=O)N1C(CNCC1)C1=CC=C(C=C1)Cl)C1=CC=CC=C1 (3-([1,1'-biphenyl]-2-ylethynyl)-1H-indazol-5-yl)(2-(4-chlorophenyl)piperazin-1-yl)methanone